6-(((1S,3S)-3-((5-(difluoromethoxy)pyrimidin-2-yl)amino)cyclopentyl)aminopyridin-3-yl)-3-fluoro-5,6-dihydro-7H-pyrrolo[3,4-b]pyridin-7-one FC(OC=1C=NC(=NC1)N[C@@H]1C[C@H](CC1)NC1=NC=CC=C1N1C(C2=NC=C(C=C2C1)F)=O)F